C(C1=CC=CC=C1)OC(=O)N(C(CC(=O)OCC1=CC=CC=C1)C(=O)N(C)C)C Benzyl 3-(((benzyloxy) carbonyl) (methyl) amino)-4-(dimethylamino)-4-oxobutyrate